COC(C1=C(C=C(C=C1F)Br)N)=O.BrC1=CC(=C(C(=O)OC)C(=C1)I)F METHYL 4-BROMO-2-FLUORO-6-IODOBENZOATE Methyl-2-amino-4-bromo-6-fluorobenzoate